NC1=NC=C(C(=N1)C(F)(F)F)C1=NC(=NC(=C1)N1C(O[C@@H]([C@@H]1CO)C)=O)N1CCOCC1 (4S,5R)-3-(2'-amino-2-(N-morpholinyl)-4'-(trifluoromethyl)-[4,5'-bipyrimidine]-6-yl)-4-(hydroxymethyl)-5-methyloxazolidin-2-one